methyl-tert-butyl-2,2'-thiodi-p-cresol CC1=C(C(=C(C(=C1)O)SC1=CC(=CC=C1O)C)C(C)(C)C)C